CC=1C=C(CC2CCC3(CN(C3)C(=O)OC(C)(C)C)CC2)C=CC1 tert-Butyl 7-(3-methylbenzyl)-2-azaspiro[3.5]nonane-2-carboxylate